3-(N-(4-chloro-5-cyano-2-(spiro[3.3]heptan-2-yloxy)phenyl)sulfamoyl)-4-cyclopropylbenzoic acid ClC1=CC(=C(C=C1C#N)NS(=O)(=O)C=1C=C(C(=O)O)C=CC1C1CC1)OC1CC2(C1)CCC2